O=S1(CCN(CC1)C(=O)C1=C(C=C(C=C1)NC(=O)C1CC1)B1OC(C(O1)(C)C)(C)C)=O N-[4-(1,1-dioxo-1,4-thiazinane-4-carbonyl)-3-(4,4,5,5-tetramethyl-1,3,2-dioxaborolan-2-yl)phenyl]cyclopropanecarboxamide